2-(2-(cyclopropanecarboxamido)pyridin-4-yl)-N-methyl-4-((1-(pyridin-4-ylmethyl)piperidin-4-yl)methoxy)thiazole-5-carboxamide C1(CC1)C(=O)NC1=NC=CC(=C1)C=1SC(=C(N1)OCC1CCN(CC1)CC1=CC=NC=C1)C(=O)NC